ethyl 3-pentoxypropionate C(CCCC)OCCC(=O)OCC